C(C)(C)NC1=NC=C(C(=N1)NCCO)CC1=C(C=C(C(=C1)OC)OC)C(C)C 2-[2-Isopropylamino-5-(2-isopropyl-4,5-dimethoxy-benzyl)-pyrimidin-4-ylamino]-ethanol